O1COC=2C1=CC=1CC3=C(NC1C2)COC3=O 6,9-dihydro-[1,3]dioxolo[4,5-g]furo[3,4-b]quinolin-8(5H)-one